ClC1=C(C=C(C(=C1F)S(N(C1=NC(=CC=C1)F)CC1=C(C=C(C=C1)OC)OC)(=O)=O)F)N1CC(CC1)(C1N(CCC1)C(=O)OC(C)(C)C)C tert-butyl 1'-(2-chloro-4-(N-(2,4-dimethoxybenzyl)-N-(6-fluoropyridin-2-yl)sulfamoyl)-3,5-difluorophenyl)-3'-methyl-[2,3'-bipyrrolidine]-1-carboxylate